tert-Butyl 2-(4-ethoxyphenyl)-5-(piperidin-1-yl)thiazole-4-carboxylate C(C)OC1=CC=C(C=C1)C=1SC(=C(N1)C(=O)OC(C)(C)C)N1CCCCC1